OC(C)S(=O)(=O)OC(CCCCCCCCCCC)=O.[Na] sodium lauroyl hydroxyethanesulfonate